2-(4-(2-((S)-3-(5-cyclopropyl-3-(2-hydroxyphenyl)-5H-pyrrolo[3,2-c]pyridazin-6-yl)pyrrolidin-1-yl)pyrimidin-5-yl)-1H-1,2,3-triazol-1-yl)-3-methylbutanoic acid C1(CC1)N1C(=CC=2N=NC(=CC21)C2=C(C=CC=C2)O)[C@@H]2CN(CC2)C2=NC=C(C=N2)C=2N=NN(C2)C(C(=O)O)C(C)C